(3H-benzo[e]indol-2-yl)-(3-methoxy-phenyl)-methanone C1=C(NC=2C=CC3=C(C12)C=CC=C3)C(=O)C3=CC(=CC=C3)OC